6-(cyclopropanecarboxamido)-4-((2-(hydroxymethyl)-4H-benzo[b][1,2,4]triazolo[1,5-d][1,4]oxazin-6-yl)amino)-N-methylpyridazine-3-carboxamide C1(CC1)C(=O)NC1=CC(=C(N=N1)C(=O)NC)NC1=CC=CC2=C1OCC=1N2N=C(N1)CO